C1(CC1)C1=C(C=NC(=C1)C(NC=1C(=C(C=CC1)C1=C(C(=CC=C1)NC(C1=NC=C(C(=C1)C1CC1)C=O)=O)C)C)=O)CN[C@H](CO)C(=O)OCC Ethyl ((4-cyclopropyl-6-((3'-(4-cyclopropyl-5-formylpicolinamido)-2,2'-dimethyl-[1,1'-biphenyl]-3-yl)carbamoyl)pyridin-3-yl)methyl)-D-serinate